FC1=NC=C(C(=O)N2C3CN(CC2CC3)C(=O)OCC[C@@]3(CC\C=C/CCC3)O)C=C1 rac-2-((R,Z)-1-hydroxycyclooct-4-en-1-yl)ethyl 8-(6-fluoronicotinoyl)-3,8-diazabicyclo[3.2.1]octane-3-carboxylate